C(C1=CC=CC=C1)N1N=CC(=C1)C(=O)N1CC2(CNC2)C(C1)C(=O)N[C@H](C(=O)NC)[C@@H](C)OC 6-(1-benzyl-1H-pyrazole-4-carbonyl)-N-((2s,3r)-3-methoxy-1-(methylamino)-1-oxobutan-2-yl)-2,6-diazaspiro[3.4]octane-8-carboxamide